ClC=1C=C(C=CC1F)NC(N(CC=1C2=C(NN1)OCCC2)C=2C=NC(=CC2)C#N)=O (3-Chloro-4-fluorophenyl)-1-(6-cyanopyridin-3-yl)-1-((1,4,5,6-tetrahydropyrano[2,3-c]pyrazol-3-yl)methyl)urea